((2,7-dimethoxy-9H-carbazol-9-yl)methyl)phosphonic acid COC1=CC=2N(C3=CC(=CC=C3C2C=C1)OC)CP(O)(O)=O